C(C=C)(=O)N1CCN(CC1)C1=C(C(N(C2=NC(=C(C=C12)Cl)C1=C(C(=C(C(=C1F)F)F)N)F)C=1C(=NC=CC1C)C(C)C)=O)C#N (4-Acryloylpiperazin-1-yl)-7-(3-amino-2,4,5,6-tetrafluorophenyl)-6-chloro-1-(2-isopropyl-4-methylpyridin-3-yl)-2-oxo-1,2-dihydro-1,8-naphthyridine-3-carbonitrile